5-(4-(trifluoromethyl)-phenoxy)-2-(3-((trifluoro-methyl)sulfonyl)cyclopentyl)-1,2,3,4-tetra-hydroisoquinoline FC(C1=CC=C(OC2=C3CCN(CC3=CC=C2)C2CC(CC2)S(=O)(=O)C(F)(F)F)C=C1)(F)F